5-(3-furoyl)amino-3-(1-propylpiperidin-4-yl)-1H-indole O1C=C(C=C1)C(=O)NC=1C=C2C(=CNC2=CC1)C1CCN(CC1)CCC